FC1(CCN(CC1)CC1CCNCC1)CN[C@H]1[C@@H](C1)C1=CC=CC=C1 ((4-fluoro-1-(piperidin-4-ylmethyl)piperidin-4-yl)methyl)-trans-2-phenylcyclopropylamine